O=C1OC[C@H](N1)C(=O)Cl (S)-2-oxooxazolidin-4-carbonyl chloride